4-amino-3-chlorobenzenesulfonate NC1=C(C=C(C=C1)S(=O)(=O)[O-])Cl